C1(=CC=CC=C1)N1N=C(C=C1)CO (1-phenyl-1H-pyrazol-3-yl)methanol